P(OOCC)(OOCC)OOCC triethoxy phosphite